CC(CCC1C(OC(C1)C)=O)CC(C)(C)C 3-(3,5,5-trimethylhexyl)-5-methyl-dihydro-furan-2-one